Cl.C(C1=CC=CC=C1)N(CCCl)CCCl N-benzyl-2-chloro-N-(2-chloroethyl)ethan-1-amine hydrochloride